7-amino-1-[(cis)-3-aminocyclohexyl]-3-(2-fluoro-6-methyl-phenyl)-4H-pyrido[4,3-d]pyrimidin-2-one NC1=CC=2N(C(N(CC2C=N1)C1=C(C=CC=C1C)F)=O)[C@@H]1C[C@@H](CCC1)N